ClC=1C=C2C=CNC(C2=C(C1)NC1=NC=C(C=C1)N1CCN(CC1)C)=O 6-chloro-8-((5-(4-methylpiperazin-1-yl)pyridin-2-yl)amino)isoquinolin-1(2H)-one